4-(tert-Butyl)-2-methoxy-N-(4-methylpent-2-yn-1-yl)-1H-imidazole-1-carboxamide C(C)(C)(C)C=1N=C(N(C1)C(=O)NCC#CC(C)C)OC